N[C@@H]1[C@@H]([C@@H]2CC[C@H](C1)N2C(=O)OC(C)(C)C)F |r| rac-tert-butyl (1S,2S,3S,5R)-3-amino-2-fluoro-8-azabicyclo[3.2.1]octane-8-carboxylate